CC=1C=C(C=CC1CC1=CC2=C(N(C=N2)C)C=C1)NC=1C2=C(N=CN1)C=CC(=N2)N2CC1CCC(C2)N1C(=O)OC(C)(C)C Tert-butyl 3-(4-((3-methyl-4-((1-methyl-1H-benzo[d]imidazol-5-yl)methyl)phenyl)amino)pyrido[3,2-d]pyrimidin-6-yl)-3,8-diazabicyclo[3.2.1]octane-8-carboxylate